sodium diphenyl-(2,4,6-trimethylbenzoyl)phosphine oxide C1(=CC=CC=C1)P(C(C1=C(C=C(C=C1C)C)C)=O)(C1=CC=CC=C1)=O.[Na]